C(C1=CC=CC=C1)SC1=NN2C(COCC2)=C1 2-(benzylthio)-6,7-dihydro-4H-pyrazolo[5,1-c][1,4]oxazine